1-chloro-3-methyl-1,3-disilacyclobutane Cl[SiH]1C[SiH](C1)C